[Cl-].N1=C(C=CC=C1)C1=NC=CC=C1 bipyridine chloride